3-(hydroxymethyl)isonicotinic acid OCC1=C(C(=O)O)C=CN=C1